C(CCC)=O.[Fe] iron butyraldehyde